FC1=C(C=C(C=C1)O)C(=O)N1CC2(C1)CC(C2)N2N=CC=C2C2=C(C=CC=C2)C(F)(F)F (2-fluoro-5-hydroxyphenyl)(6-(5-(2-(trifluoromethyl)phenyl)-1H-pyrazol-1-yl)-2-azaspiro[3.3]heptan-2-yl)methanone